(R)-3-(5-chloropyridin-3-yl)-3-(1-(trifluoromethyl)cyclopropyl)propanoic acid ClC=1C=C(C=NC1)[C@@H](CC(=O)O)C1(CC1)C(F)(F)F